1,2-dipalmitoyl-propane C(CCCCCCCCCCCCCCC)(=O)CC(C)C(CCCCCCCCCCCCCCC)=O